7-(((1r,5s)-3-methyl-3-azabicyclo[3.1.0]hexan-1-yl)ethynyl)-6-nitro-N-(4-phenoxyphenyl)quinazolin-4-amine CN1C[C@@]2(C[C@@H]2C1)C#CC1=C(C=C2C(=NC=NC2=C1)NC1=CC=C(C=C1)OC1=CC=CC=C1)[N+](=O)[O-]